1H-3,5-pyrazoledicarboxylic acid monohydrate O.N1N=C(C=C1C(=O)O)C(=O)O